C(C)N(CCOC1=C(SC(=C1)C(F)F)C(=O)OC)CC Methyl 3-(2-(diethylamino)ethoxy)-5-(difluoromethyl)thiophene-2-carboxylate